C(C)S(=O)(=O)C=1OC2=C(C=C(C=C2C(C1)=O)C)C(C)NC1=C(C(=O)O)C=CC=C1 2-[1-(2-Ethylsulfonyl-6-methyl-4-oxo-chromen-8-yl)ethylamino]benzoic Acid